C1(CCCCC1)C(=O)N1C2CC(CC1CC2)N2CC(C2)(N2N=CC(=C2)C=2C1=C(N=CN2)NC=C1)CC#N {1-[8-(cyclohexylcarbonyl)-8-azabicyclo[3.2.1]oct-3-yl]-3-[4-(7H-pyrrolo[2,3-d]pyrimidin-4-yl)-1H-pyrazol-1-yl]azetidin-3-yl}acetonitrile